3-(cyanomethoxy)-4-{[3-(4-{[(1S,4S)-4-{2-oxa-6-azaspiro[3.3]heptan-6-yl}cyclohexyl]amino}-1-(2,2,2-trifluoroethyl)-1H-indol-2-yl)prop-2-yn-1-yl]amino}benzene-1-sulfonamide C(#N)COC=1C=C(C=CC1NCC#CC=1N(C2=CC=CC(=C2C1)NC1CCC(CC1)N1CC2(COC2)C1)CC(F)(F)F)S(=O)(=O)N